C(C(C)C)[Ga](CC(C)C)CC(C)C tri(isobutyl)gallium